BrC1=CC2=C(C(NCS2(=O)=O)=O)C=C1 7-bromo-2,3-dihydro-4H-benzo[e][1,3]thiazin-4-one 1,1-dioxide